Ethyl (S)-3-(4-fluoro-2',5-dimethyl-6'-(pent-4-en-1-yloxy)-[1,1'-biphenyl]-3-yl)-3-((R)-2-hydroxypent-4-enamido)propanoate FC1=C(C=C(C=C1C)C1=C(C=CC=C1OCCCC=C)C)[C@H](CC(=O)OCC)NC([C@@H](CC=C)O)=O